COC=1C=C2CCN(CC2=CC1C1(NC=2C(=CC=C(C2C=N1)N)C=1C=NC=CC1C)N)C 2-(6-methoxy-2-methyl-1,2,3,4-Tetrahydroisoquinolin-7-yl)-8-(4-methylpyridin-3-yl)quinazoline-2,5-diamine